(S)-3-chloro-5-(7-(2-((5-chloro-2-(2,4-dimethylpiperazin-1-yl)pyridin-4-yl)amino)-2-oxoethyl)-4-oxo-2-phenyl-4,7-dihydro-3H-pyrrolo[2,3-d]pyrimidin-5-yl)-2-hydroxybenzamide ClC=1C(=C(C(=O)N)C=C(C1)C1=CN(C=2N=C(NC(C21)=O)C2=CC=CC=C2)CC(=O)NC2=CC(=NC=C2Cl)N2[C@H](CN(CC2)C)C)O